N-(4-(6-acetamidopyrimidin-4-yloxy)phenyl)-2-(2-(trifluoromethyl)phenyl)acetamide C(C)(=O)NC1=CC(=NC=N1)OC1=CC=C(C=C1)NC(CC1=C(C=CC=C1)C(F)(F)F)=O